FC=1C=CC2=C(NC(=NS2(=O)=O)NCC2=CC(=CC=C2)F)C1[C@H](CC1=CC=C(C=C1)F)C (S)-6-fluoro-3-((3-fluorobenzyl)amino)-5-(1-(4-fluorophenyl)propan-2-yl)-4H-benzo[e][1,2,4]thiadiazine 1,1-dioxide